Cl.Cl.C1(CC1)CN1[C@H]2[C@@]3(CC[C@H]([C@H]4[C@]3(C(C1)(F)F)C1=C(O4)C(=CC=C1C2)O)NC)O (4R,4aS,7R,7aR,12bR)-3-(cyclopropylmethyl)-1,1-difluoro-7-(methylamino)-1,2,3,4,5,6,7,7a-octahydro-4aH-4,12-methanobenzofuro[3,2-e]Isoquinoline-4a,9-diol dihydrochloride